ClC1=CC(=C(COC2=C(C=CC=C2)NN)C=C1)F (2-((4-chloro-2-fluorobenzyl)oxy)phenyl)hydrazine